4-morpholinylvinylcyclobutene N1(CCOCC1)C=CC1CC=C1